(Z)-4-((4-((6-chloro-7-fluoro-1H-indol-3-yl)methylene)-2,5-dioxo-imidazol-1-yl)methyl)benzonitrile ClC1=CC=C2C(=CNC2=C1F)\C=C\1/NC(N(C1=O)CC1=CC=C(C#N)C=C1)=O